6-methylsulfanyl-inosine-5'-triphosphate P(O)(=O)(OP(=O)(O)OP(=O)(O)O)OC[C@@H]1[C@H]([C@H]([C@@H](O1)N1CN=C2C(O)(N=CN=C12)SC)O)O